O1COC2=C1C=CC(=C2)C2=C(C=C(C=C2)NC(=O)NC2CCC(CC2)C(C)(C)C)C=2N=NN(N2)C(C2=CC=CC=C2)(C2=CC=CC=C2)C2=CC=CC=C2 1-(4-(benzo[d][1,3]dioxolan-5-yl)-3-(2-trityl-2H-tetrazol-5-yl)phenyl)-3-(4-(tert-butyl)cyclohexyl)urea